(R)-8-(1H-indol-3-yl)-N-(piperidin-3-yl)imidazo[1,2-b]pyridazin-6-amine N1C=C(C2=CC=CC=C12)C=1C=2N(N=C(C1)N[C@H]1CNCCC1)C=CN2